C(C)(C)(C)OC(=O)N1CCC(CC1)C=1C(=NC(=C(C1)\C=C\C(=O)OCC)Cl)OC (E)-4-(6-chloro-5-(3-ethoxy-3-oxoprop-1-en-1-yl)-2-methoxypyridin-3-yl)piperidine-1-carboxylic acid tert-butyl ester